2'-chloro-N-(5-(3,6-dimethyl-5-(trifluoromethyl)pyrazine-2-carbonyl)-5,6-dihydro-4H-pyrrolo[3,4-d]thiazol-2-yl)-5'-methoxy-6-methyl-[4,4'-bipyridine]-3-carboxamide ClC1=NC=C(C(=C1)C1=C(C=NC(=C1)C)C(=O)NC=1SC2=C(N1)CN(C2)C(=O)C2=NC(=C(N=C2C)C(F)(F)F)C)OC